6-(3-chloro-6-(difluoromethyl)-2-fluorophenyl)-3-methyl-N-(2-((4-methyl-2-((1r,5s)-2-oxo-3-azabicyclo[3.1.0]hex-3-yl)pyrimidin-5-yl)methyl)-2H-1,2,3-triazol-4-yl)pyrazine-2-carboxamide ClC=1C(=C(C(=CC1)C(F)F)C1=CN=C(C(=N1)C(=O)NC1=NN(N=C1)CC=1C(=NC(=NC1)N1C([C@@H]2C[C@@H]2C1)=O)C)C)F